C(C)(C)(C)OC(=O)NC1CCC(CC1)OC=1N=C(SC1)C.[Li] Lithium 4-(((7s,4s)-4-((tertbutoxycarbonyl)amino)cyclohexyl)oxy)-2-methylthiazole